3-(3,4-difluoro-2-methoxyphenyl)-5,5-dimethyltetrahydrothiophene-2-carboxamide FC=1C(=C(C=CC1F)C1C(SC(C1)(C)C)C(=O)N)OC